(5R)-4-bromo-5-methyl-1-(tetrahydro-2H-pyran-2-yl)-5,6,7,8-tetrahydro-1H-benzo[f]indazole BrC1=C2C=NN(C2=CC2=C1[C@@H](CCC2)C)C2OCCCC2